C(#N)C1=NNC(=C1C#N)N 3,4-dicyano-5-aminopyrazole